C(C)OC1=NC=CC=C1C1=CC(=C2C(=N1)C(=NN2C(CC)C)C)NCC=2C=NC=C(C2)OC 5-(2-ethoxy-3-pyridinyl)-N-[(5-methoxy-3-pyridinyl)methyl]-3-methyl-1-[1-methylpropyl]pyrazolo[4,3-b]pyridin-7-amine